BrC1=C(C=C(C=C1)F)CC(=O)OC methyl 2-(2-bromo-5-fluorophenyl)acetate